tert-butyl (3S,4S)-3-((3,5-difluoro-6-(7-methoxy-6-morpholinoimidazo[1,2-b]pyridazin-3-yl)pyridin-2-yl)amino)-4-fluoropiperidine-1-carboxylate FC=1C(=NC(=C(C1)F)C1=CN=C2N1N=C(C(=C2)OC)N2CCOCC2)N[C@H]2CN(CC[C@@H]2F)C(=O)OC(C)(C)C